BrC1=C(C=C(OC[C@H](CC2CCN(CC2)CC(=O)OCC)C)C=C1)C ethyl (S)-2-(4-(3-(4-bromo-3-methylphenoxy)-2-methylpropyl)piperidin-1-yl)acetate